morphine-d7 C1=CC(O)=C2C=3[C@@]45[C@@](O2)([C@@](O)(C(=C([C@]4([C@@](C(C13)[2H])(N(C)CC5)[2H])[2H])[2H])[2H])[2H])[2H]